ClC=1C=C(C=CC1)C(CN(C)C)N1C(C=C(C=C1)C1=CN(C2=NC=C(C(=C21)F)N2CCOCC2)S(=O)(=O)C2=CC=C(C)C=C2)=O 1-(1-(3-chlorophenyl)-2-(dimethylamino)ethyl)-4-(4-fluoro-5-morpholinyl-1-tosyl-1H-pyrrolo[2,3-b]pyridin-3-yl)pyridin-2(1H)-one